P(=O)(O)([O-])[O-] monohydrogenphosphate